C(C)(C)(C)OC(CC(CCC(=O)O)C)=O 6-(tert-butoxy)-4-methyl-6-oxohexanoic acid